methyl-S-benzoyl-N-((tert-butoxycarbonyl)glycyl)-L-cystein CN([C@@H](CSC(C1=CC=CC=C1)=O)C(=O)O)C(CNC(=O)OC(C)(C)C)=O